1-cyclohexylmethylamino-3,4-dimethylenehex-5-ene C1(CCCCC1)CNCCC(C(C=C)=C)=C